2-[2-(2-chloro-4-nitrophenyl)ethoxy]-N-methylacetamide ClC1=C(C=CC(=C1)[N+](=O)[O-])CCOCC(=O)NC